(2S,3R)-2-hydroxymethyl-piperidine-3-formamide OC[C@H]1NCCC[C@H]1C(=O)N